Sodium (5S,8S)-5-isobutyl-3,6,11-trioxo-8-(((S)-2-oxopyrrolidin-3-yl)methyl)-1-phenyl-2,10-dioxa-4,7-diazadodecane-9-sulfonate C(C(C)C)[C@H](NC(OCC1=CC=CC=C1)=O)C(N[C@H](C(OC(C)=O)S(=O)(=O)[O-])C[C@H]1C(NCC1)=O)=O.[Na+]